(2-((2-((5-methyl-4,5,6,7-tetrahydrothiazolo[5,4-c]pyridin-2-yl)amino)-7H-purin-6-yl)amino)phenyl)dimethylphosphine oxide CN1CC2=C(CC1)N=C(S2)NC2=NC(=C1NC=NC1=N2)NC2=C(C=CC=C2)P(C)(C)=O